ClC1=C(C=CC2=C1C=C(O2)C(=O)O)N2CCN(CC2)S(=O)(=O)C2=C(C=CC=C2Cl)Cl 4-Chloro-5-[4-(2,6-dichlorobenzene-1-sulfonyl)piperazin-1-yl]-1-benzofuran-2-carboxylic acid